Cl.N1CC(C1)OC1=CC(=C(C(=C1)F)[C@H]1N([C@@H](CC2=C3C(=CC=C12)NN=C3)C)CC(C)(C)F)F (6S,8R)-6-(4-(azetidin-3-yloxy)-2,6-difluorophenyl)-7-(2-fluoro-2-methylpropyl)-8-methyl-6,7,8,9-tetrahydro-3H-pyrazolo[4,3-f]isoquinoline hydrochloride